2-(7-Bromo-1-p-toluenesulfonyl-1H-indol-4-yl)acetonitrile BrC=1C=CC(=C2C=CN(C12)S(=O)(=O)C1=CC=C(C)C=C1)CC#N